C1(CCC2=CC=CC=C12)C(=O)N Indanamide